2-((3S,4S)-3-hydroxy-4-((S)-5H-imidazo[5,1-a]isoindol-5-yl)piperidin-1-yl)acetonitrile O[C@@H]1CN(CC[C@H]1[C@@H]1N2C(C3=CC=CC=C13)=CN=C2)CC#N